ClC1=CC2=C(N(C(C(N2C)=O)=O)C2CCN(CC2)C2=C(C=C(C#N)C=C2F)F)N=C1 4-(4-(7-chloro-1-methyl-2,3-dioxo-2,3-dihydropyrido[2,3-b]pyrazin-4(1H)-yl)piperidin-1-yl)-3,5-difluorobenzonitrile